N-(4-isopropylcyclohexyl)-3,5-bis-[4-tert-butylcyclohexylcarbonylamino]-benzamide C(C)(C)C1CCC(CC1)NC(C1=CC(=CC(=C1)NC(=O)C1CCC(CC1)C(C)(C)C)NC(=O)C1CCC(CC1)C(C)(C)C)=O